7-(Cyclopentylamino)-5-fluoro-2-((((3R,4S)-3-fluoropiperidin-4-yl)thio)methyl)quinazolin-4(3H)-one C1(CCCC1)NC1=CC(=C2C(NC(=NC2=C1)CS[C@@H]1[C@@H](CNCC1)F)=O)F